3-(3-amino-3-carboxypropyl)uridine Ethyl-5-[2-(propan-2-yloxy)-1,3-oxazol-5-yl]-1H-pyrazole-3-carboxylate C(C)N1N=C(C=C1C1=CN=C(O1)OC(C)C)C(=O)OC[C@@H]1[C@H]([C@H]([C@@H](O1)N1C(=O)N(C(=O)C=C1)CCC(C(=O)O)N)O)O